FC(OC1=CC=C(C=N1)NC1=NC=CC=C1C=1CCNCC1)(F)F N-(6-(trifluoromethoxy)pyridin-3-yl)-1',2',3',6'-tetrahydro-[3,4'-bipyridin]-2-amine